CC1=C(C2=C(N=N1)SC1=C2N=CN=C1NC1CC2(CN(C2)C(CCCCC)=O)C1)C 1-[6-[(3,4-dimethylpyrimidino[4',5':4,5]thieno[2,3-c]pyridazin-8-yl)amino]-2-azaspiro[3.3]heptan-2-yl]hexan-1-one